CNC(NC)=S Dimethyl-Thiourea